N-(5-fluoropyridin-2-yl)-7-isopropoxy-2-(1-methyl-2-oxabicyclo[2.2.1]heptan-4-yl)imidazo[1,2-a]pyridine-6-carboxamide FC=1C=CC(=NC1)NC(=O)C=1C(=CC=2N(C1)C=C(N2)C21COC(CC2)(C1)C)OC(C)C